CN1C[C@H]([C@@H](CC1)NC=1N=C(C(=NC1CC1=CC=C(C=C1)F)C(=O)OC)C)C methyl 5-((trans-1,3-dimethylpiperidin-4-yl)amino)-6-(4-fluorobenzyl)-3-methylpyrazine-2-carboxylate